cyclopropyl-N-(2,6-dimethoxypyridin-3-yl)pyrimidine-5-carboxamide C1(CC1)C1=NC=C(C=N1)C(=O)NC=1C(=NC(=CC1)OC)OC